N[C@H]1[C@@H]2N(C[C@H]1CC2)C(=O)C2=CC1=C(N(C(=N1)C1=CC=3C=4N1[C@H]([C@@H](NC4C=CC3)C)CC)C)C(=C2)F trans-((1R,4R,7R)-7-amino-2-azabicyclo[2.2.1]heptan-2-yl)(2-(3-ethyl-2-methyl-2,3-dihydro-1H-pyrrolo[1,2,3-de]quinoxalin-5-yl)-7-fluoro-1-methyl-1H-benzo[d]imidazol-5-yl)methanone